C(C)(C)(C)OC(=O)N1CC(C1)N1C=C(C=2N=NC(=CC21)Cl)Br 3-{7-bromo-3-chloropyrrolo[3,2-c]pyridazin-5-yl}azetidine-1-carboxylic acid tert-butyl ester